tetracarboxylphenyl-manganese C(=O)(O)[Mn](C1=CC=CC=C1)(C(=O)O)(C(=O)O)C(=O)O